OC(CC)NC(CC)OC=1C=C(C=CC1)COC1=CC=C(C=C1)C(\C=C\C1=CC=CC=C1)=O (E)-1-[4-[[3-[1-(1-Hydroxypropylamino)propoxy]phenyl]methoxy]phenyl]-3-phenylprop-2-en-1-one